C(C)OC(=O)C=1N=COC1C=1C(=NN(C1)C)C.Cl.NCC(=O)C=1C(=NN(C1)C)C 2-amino-1-(1,3-dimethyl-1H-pyrazol-4-yl)ethan-1-one hydrogen chloride Ethyl-5-(1,3-dimethyl-1H-pyrazol-4-yl)-1,3-oxazole-4-carboxylate